iminopyridinedione N=C1C(C(NC=C1)=O)=O